C(C)(=O)NC1=CC=C(C=C1)C1=C(C(=C(S1)NC1=C(C=CC=C1F)F)C(=O)NC=1N=NC(=CC1)OC)CN(C)C 5-(4-acetamidophenyl)-2-(2,6-difluorophenylamino)-4-(dimethylaminomethyl)-N-(6-methoxypyridazin-3-yl)thiophene-3-carboxamide